C1=CCCC2=NC3=CC=CC=C3C=C12 3,4-dihydroacridine